heptadecan-9-yl 8-(((1-((3-methylthioureido)methyl)cyclopropyl)methyl)(6-(((nonyloxy)carbonyl)oxy)hexyl)amino)octanoate CNC(NCC1(CC1)CN(CCCCCCCC(=O)OC(CCCCCCCC)CCCCCCCC)CCCCCCOC(=O)OCCCCCCCCC)=S